NC1=NC=2C=C(C(=CC2C2=C1C=NN2C)C(=O)N2C1C(OCC2)CC=2C=C(C=CC21)C(F)(F)F)F (Rac)-(4-amino-7-fluoro-1-methyl-1H-pyrazolo[4,3-c]quinolin-8-yl)(7-(trifluoromethyl)-2,3,9,9a-tetrahydroindeno[2,1-b][1,4]oxazin-4(4aH)-yl)methanone